FC1=CC(=C(C(=C1)C(C)C)NC(=O)N=S(=O)(N)C=1C=NC=CC1)C(C)C N'-((4-fluoro-2,6-diisopropyl-phenyl)carbamoyl)pyridine-3-sulfonimidamide